C(=O)(O)CNC([C@H](CS)NC(CC[C@H](N)C(=O)O)=O)=O N5-((R)-1-((carboxymethyl)amino)-3-mercapto-1-oxopropan-2-yl)-L-glutamine